CC1=C(OC2=CC=C(C=C2C1=O)C)C1=CC=CC=C1 3,6-dimethyl-2-phenyl-chromen-4-one